(3aR,7S,7aS)-2,2-dimethyltetrahydro-4H-[1,3]dioxolo[4,5-c]pyran-6,7-diol CC1(O[C@@H]2[C@@H](COC([C@H]2O)O)O1)C